OCCC(=O)OC(CCCCCCCC)CCCCCCCC heptadeca-9-yl 3-hydroxypropanoate